C(C)O[Si](CCCNC(=CC(C)C)C)(OCC)OCC 3-triethoxysilyl-N-(1,3-dimethylbutenyl)propylamine